[N+]1([O-])=NC1=O azoxyketone